3-((2-Ethylhexyl)oxy)-5-(pentadecyloxy)benzyl 4-(4-(2-hydroxyethyl)piperazin-1-yl)butanoate OCCN1CCN(CC1)CCCC(=O)OCC1=CC(=CC(=C1)OCCCCCCCCCCCCCCC)OCC(CCCC)CC